methyl 2-((4-bromo-6-fluoro-1H-indol-5-yl)oxy)isonicotinate BrC1=C2C=CNC2=CC(=C1OC=1C=C(C(=O)OC)C=CN1)F